3-[[4-[(2R)-2-[(2-cyclopropyl-6-fluoro-furo[3,2-b]pyridin-5-yl)methylamino]-3-(1-methylcyclopropyl)propoxy]-6-(2,6-dimethylphenyl)pyrimidin-2-yl]sulfamoyl]benzoic acid C1(CC1)C1=CC2=NC(=C(C=C2O1)F)CN[C@@H](COC1=NC(=NC(=C1)C1=C(C=CC=C1C)C)NS(=O)(=O)C=1C=C(C(=O)O)C=CC1)CC1(CC1)C